2-(4-cyclopropyl-6-methoxypyrimidin-5-yl)-4-(4-(1-ethyl-4-(trifluoromethyl)-1H-imidazol-2-yl)benzyl)-6-methyl-6,7-dihydro-[1,2,4]triazolo[1,5-a]pyrimidin-5(4H)-one C1(CC1)C1=NC=NC(=C1C1=NN2C(N(C(C(C2)C)=O)CC2=CC=C(C=C2)C=2N(C=C(N2)C(F)(F)F)CC)=N1)OC